ClC=1C(=NC(=CN1)COCC(F)(F)F)N1CCC(CC1)C#N 1-(3-chloro-6-(2,2,2-trifluoroethoxymethyl)pyrazin-2-yl)piperidine-4-carbonitrile